Methyl 4-(5-(3-((2-(3-(dimethoxyphosphoryl) propionyl)-4-fluoro-6-methoxybenzo[b]thiophen-5-yl) oxy) propoxy)-4-fluoro-6-methoxybenzo[b]thiophen-2-yl)-4-oxobutanoate COP(=O)(OC)CCC(=O)C1=CC2=C(S1)C=C(C(=C2F)OCCCOC2=C(C1=C(SC(=C1)C(CCC(=O)OC)=O)C=C2OC)F)OC